di-[4-(N,N-ditolyl-amino)-phenyl]cyclohexane CC1=CC=C(C=C1)N(C2=CC=C(C=C2)C)C3=CC=C(C=C3)C4(CCCCC4)C5=CC=C(C=C5)N(C6=CC=C(C=C6)C)C7=CC=C(C=C7)C